sodium trimethyl-formamide CC(=O)N(C)C.[Na]